Cl.C(C)(=O)C1=C(C2=C(N=C(N=C2)NC2=NC=C(C=C2)N2CCN(CC2)CCCN)N(C1=O)C1CCCC1)C 6-acetyl-2-((5-(4-(3-aminopropyl)piperazin-1-yl)pyridin-2-yl)amino)-8-cyclopentyl-5-methylpyrido[2,3-d]pyrimidin-7(8H)-one HCl salt